C(C)(C)OC=1C(=CC2=CN(N=C2C1)C12COC(C1)(C2)C)C(=O)NC=2C(N(C=CC2)[C@H]2[C@@H](C2)C)=O (Trans)-6-isopropoxy-2-(1-methyl-2-oxabicyclo[2.1.1]hexan-4-yl)-N-(1-(2-methylcyclopropyl)-2-oxo-1,2-dihydropyridin-3-yl)-2H-indazole-5-carboxamide